Trans-2-[4-[2-[(1R)-1-hydroxyethyl]-6-(methylamino)imidazo[4,5-c]pyridin-1-yl]cyclohexyl]acetonitrile sulfate S(=O)(=O)(O)O.O[C@H](C)C=1N(C2=C(C=NC(=C2)NC)N1)[C@@H]1CC[C@H](CC1)CC#N